CC([C@@H](C(N1CC2=CC=CC=C2CC1C(=O)N1C[C@@H](CC1)C1=CC=CC=C1)=O)NC(=O)C1=CC2=C(S1)C=CC(=C2)C(F)(F)P(O)(O)=O)(C)C ((2-(((2S)-3,3-dimethyl-1-oxo-1-(3-((S)-3-phenylpyrrolidine-1-carbonyl)-3,4-dihydroisoquinolin-2(1H)-yl)butan-2-yl)carbamoyl)benzo[b]thiophen-5-yl)difluoromethyl)phosphonic acid